C1(CCC1)[C@@H]([C@H](CC=C)C)S(=O)(=O)N (1R,2S)-1-CYCLOBUTYL-2-METHYLPENT-4-ENE-1-SULFONAMIDE